COC=1C2=C(N=C(N1)NC1=CC=C(C=C1)CN1CCC(CC1)C)NC=C2C=2C=C(C=CC2)C 4-methoxy-N-(4-((4-methylpiperidin-1-yl)methyl)phenyl)-5-(m-tolyl)-7H-pyrrolo[2,3-d]pyrimidin-2-amine